(R)-N-(3-(3,5-dimethylisoxazol-4-yl)-4-(piperidin-2-ylmethoxy)phenyl)-4-methylthiazole-5-carboxamide CC1=NOC(=C1C=1C=C(C=CC1OC[C@@H]1NCCCC1)NC(=O)C1=C(N=CS1)C)C